ClC1=C(C=CC(=C1)F)S(=O)(=O)/C=C/CNC(=O)C=1C(NC=C(C1)C1=CC=CC=C1)=O N-[(2E)-3-(2-chloro-4-fluorobenzenesulfonyl)prop-2-en-1-yl]-2-oxo-5-phenyl-1,2-dihydropyridine-3-carboxamide